The molecule is an alkaloid of the class of acridone derivatives that is 1,11-dihydrofuro[2,3-c]acridin-6(2H)-one substituted by hydroxy groups at positions 5 and 10 and a prop-1-en-2-yl group at position 2. Isolated from Oriciopsis glaberrima, it exhibits radical scavenging and alpha-glucosidase inhibitory activity. It has a role as a metabolite, an EC 3.2.1.20 (alpha-glucosidase) inhibitor and a radical scavenger. It is a member of acridone derivatives, an alkaloid, an organic heterotetracyclic compound, a polyphenol and a cyclic ether. CC(=C)[C@H]1CC2=C(O1)C=C(C3=C2NC4=C(C3=O)C=CC=C4O)O